5-amino-6-(2-chloro-5-fluorobenzoyl)-2-methyl-3-vinyl-2H-indazol-7-carbonitrile NC1=CC2=C(N(N=C2C(=C1C(C1=C(C=CC(=C1)F)Cl)=O)C#N)C)C=C